NC1C(C2C=CC1C2)C(=O)O 3-aminobicyclo[2.2.1]hept-5-ene-2-carboxylic acid